((S)-1-(3-Methoxyphenyl)ethyl)-4-((R)-3-(3-(trifluoromethyl)phenoxy)pyrrolidin-1-yl)tetrahydro-2H-pyran-4-carboxamide COC=1C=C(C=CC1)[C@H](C)C1OCCC(C1)(C(=O)N)N1C[C@@H](CC1)OC1=CC(=CC=C1)C(F)(F)F